COC(=O)C1NCC=2NC3=CC=CC=C3C2C1 tetrahydro-β-carboline-3-carboxylic acid methyl ester